2-cyclopropoxynicotinonitrile C1(CC1)OC1=C(C#N)C=CC=N1